CC1=C(C(=C(C(=C1)C)CN=C=O)C)CN=C=O 1,3,5-trimethyl-2,4-di(isocyanatomethyl)benzene